(5-amino-2-(trifluoromethyl)phenyl)-4-((2R,6S)-4-(2-Fluoroacryloyl)-2,6-dimethylpiperazin-1-yl)-2-(((S)-1-methylpyrrolidin-2-yl)methoxy)quinazoline-6-carbonitrile NC=1C=CC(=C(C1)C1=C2C(=NC(=NC2=CC=C1C#N)OC[C@H]1N(CCC1)C)N1[C@@H](CN(C[C@@H]1C)C(C(=C)F)=O)C)C(F)(F)F